C(#N)C1=CC=C(C2=C1OCO2)[C@H]2C(=C(NC1=C(C=NC(=C21)OCC)C)C)C(=O)N (R)-4-(7-cyanobenzo[d][1,3]dioxol-4-yl)-5-ethoxy-2,8-dimethyl-1,4-dihydro-1,6-naphthyridine-3-formamide